BrC1=CC(=C(C=C1F)[N+](=O)[O-])F 4-bromo-2,5-difluoro-nitrobenzene